N-[4-(2-{2-[3-(5-tert-Butyl-2-methyl-2H-pyrazol-3-yl)-ureido]-thiazol-5-yl}-ethyl)-pyridin-2-yl]-2-methoxy-acetamide C(C)(C)(C)C=1C=C(N(N1)C)NC(NC=1SC(=CN1)CCC1=CC(=NC=C1)NC(COC)=O)=O